(2R)-3-[2-[(2S)-8-chloro-4-oxo-chroman-2-yl]-5-(trifluoromethyl)phenoxy]-2-(ethylsulfonylamino)propionic acid ClC=1C=CC=C2C(C[C@H](OC12)C1=C(OC[C@H](C(=O)O)NS(=O)(=O)CC)C=C(C=C1)C(F)(F)F)=O